6-(2-Methylimidazo[1,2-a]pyridin-6-yl)-2-(piperidin-4-yl)-1,3-benzothiazol CC=1N=C2N(C=C(C=C2)C2=CC3=C(N=C(S3)C3CCNCC3)C=C2)C1